Tert-Butyl 3-(6-(6-amino-2-methylthieno[2,3-d]thiazole-5-carboxamido)-5,6,7,8-tetrahydronaphthalen-2-yl)-3,8-diazabicyclo[3.2.1]octane-8-carboxylate NC1=C(SC=2N=C(SC21)C)C(=O)NC2CC=1C=CC(=CC1CC2)N2CC1CCC(C2)N1C(=O)OC(C)(C)C